C(CCCCCCCCCCCCCCC)OC(CCSCCC(=O)[O-])=O palmitylthiodipropionate